ClC=1C=C2C(=CC=NC2=CN1)OC1=C(C=C(C=C1)NC(=O)C=1C(=NC(=C(C1O)C1=CC=C(C=C1)F)C)COC)F N-[4-[(6-chloro-1,7-naphthyridin-4-yl)oxy]-3-fluorophenyl]-5-(4-fluorophenyl)-4-hydroxy-2-(methoxymethyl)-6-methylpyridine-3-carboxamide